8-benzyl 2-methyl (1R,2R,5S)-4-oxo-3,8-diazabicyclo[3.2.1]octane-2,8-dicarboxylate O=C1N[C@H]([C@H]2CC[C@@H]1N2C(=O)OCC2=CC=CC=C2)C(=O)OC